tert-Butyl (2S,4R)-4-[tert-butoxycarbonyl(methyl)amino]-2-(4,8-difluoro-6-formyl-3,5,6,7-tetrahydrocyclopenta[f]benzimidazol-2-yl)pyrrolidine-1-carboxylate C(C)(C)(C)OC(=O)N([C@@H]1C[C@H](N(C1)C(=O)OC(C)(C)C)C=1NC2=C(N1)C(=C1C(=C2F)CC(C1)C=O)F)C